C(C)(C)(C)N1CC(CC1)C1=C(SC(=C1C#N)N)Cl tert-butyl-3-(5-amino-2-chloro-4-cyano-3-thienyl)pyrrolidine